2-[4-(chloromethyl)-3-fluorophenyl]-1-methyl-4-(trifluoromethyl)imidazole ClCC1=C(C=C(C=C1)C=1N(C=C(N1)C(F)(F)F)C)F